(R)-N-(pyrrolidin-3-yl)quinolin-8-amine hydrochloride Cl.N1C[C@@H](CC1)NC=1C=CC=C2C=CC=NC12